C(C)(C)(C)C1=NN=C(O1)C=1C=CC2=C(NC([C@H](CS2(=O)=O)NC(OC(C)(C)C)=O)=O)C1 tert-butyl N-[(3R)-7-(5-tert-butyl-1,3,4-oxadiazol-2-yl)-1,1,4-trioxo-3,5-dihydro-2H-1λ6,5-benzothiazepin-3-yl]carbamate